5-(4-pentynyl)-dihydroxybenzoic acid C(CCC#C)C=1C=C(C(=C(C(=O)O)C1)O)O